2-methyl-2-(methylsulfonyl)propan-1-amine hydrochloride Cl.CC(CN)(C)S(=O)(=O)C